N1(CCC1)C1=NC(=NC(=C1Br)CCCCCCCCCCCCCC)OC1CCC1 Azetidin-1-yl-5-bromo-2-cyclobutanoxy-6-tetradecylpyrimidine